BrC=1C=C2C=CN(C(C2=CC1N(C=O)CC(=O)C1CC1)=O)CC1=CC=C(C=C1)OC N-(6-bromo-2-(4-methoxybenzyl)-1-oxo-1,2-dihydroisoquinolin-7-yl)-N-(2-cyclopropyl-2-oxoethyl)carboxamide